O1C2=C(OCC1)C=C(C=C2)C=2C(=C(COC=1C=C3C[C@@H]([C@@H](C3=CC1)NCCNC(C)=O)O)C=CC2)C N-(2-(((1R,2S)-5-((3-(2,3-dihydrobenzo[b][1,4]dioxin-6-yl)-2-methylbenzyl)oxy)-2-hydroxy-2,3-dihydro-1H-inden-1-yl)amino)ethyl)acetamide